5-([1,1'-biphenyl]-4-yl)-1H-benzo[d]imidazole-2-carboxylic acid C1(=CC=C(C=C1)C1=CC2=C(NC(=N2)C(=O)O)C=C1)C1=CC=CC=C1